ClC1=C(C=C(C=C1N1CCN(CC1)C[C@@H](CF)O)C#N)NC1=NC=2N(C(=N1)NC1CC1)N=CC2C#N 2-[(2-Chloro-5-cyano-3-{4-[(2S)-3-fluoro-2-hydroxypropyl]piperazin-1-yl}phenyl)amino]-4-(cyclopropylamino)pyrazolo[1,5-a][1,3,5]triazine-8-carbonitrile